COC=1C=2C(N=C(C1)[Sn](CCCC)(CCCC)CCCC)=CN(N2)C 7-methoxy-2-methyl-5-(tributylstannyl)-2H-pyrazolo[4,3-b]pyridine